cyclopropyl-8-fluoro-5-methoxy-2-(methylthio)pyrido[4,3-d]pyrimidin-4-amine C1(CC1)C1=C(C=2N=C(N=C(C2C(=N1)OC)N)SC)F